N-(2-(3-(dimethylamino)propoxy)-5-(3'-methyl-2'-oxo-2',3'-dihydrospiro[cyclopropane-1,1'-pyrrolo[2,3-c]quinolin]-8'-yl)pyridin-3-yl)-4-methoxybenzenesulfonamide hydrochloride Cl.CN(CCCOC1=NC=C(C=C1NS(=O)(=O)C1=CC=C(C=C1)OC)C1=CC=2C3=C(C=NC2C=C1)N(C(C31CC1)=O)C)C